5-Fluoropyridine-2-carbonyl chloride FC=1C=CC(=NC1)C(=O)Cl